NC(C)C1=C2C=C(N(C(C2=CC(=C1)C)=O)C)C1=CC=C(C=C1)C=1C=NN(C1)C 5-(1-aminoethyl)-2,7-dimethyl-3-(4-(1-methyl-1H-pyrazol-4-yl)phenyl)isoquinolin-1(2H)-one